[N+](=O)([O-])C1=C(C=CC=C1)S(=O)(=O)NCCCNC(OC(C)(C)C)=O tert-Butyl N-[3-(2-nitrobenzenesulfonamido)propyl]carbamate